F[B-](F)(F)F.C=[NH2+] (methaniminium) tetrafluoroborate